ClC=1C(=NC(=NC1)NC1C(COCC1)C)C1=CC=C2CN(C(C2=C1)=O)CC(N1CC2=CC=CC=C2CC1)=O 6-{5-chloro-2-[(3-methyloxan-4-yl)amino]pyrimidin-4-yl}-2-[2-oxo-2-(1,2,3,4-tetrahydroisoquinolin-2-yl)ethyl]-2,3-dihydro-1H-isoindol-1-one